copper(2+) sulfate S(=O)(=O)([O-])[O-].[Cu+2]